1-(1-bromoethyl)-2-chloro-4-fluoro-benzene BrC(C)C1=C(C=C(C=C1)F)Cl